OC1=CC=CC(=N1)C=O 6-HYDROXYPYRIDINE-2-CARBOXALDEHYDE